(2R,3R,4R,5S)-1-(((1S,4S)-4-(2-fluoropropan-2-yl)cyclohexyl)methyl)-2-methylpiperidine-3,4,5-triol FC(C)(C)C1CCC(CC1)CN1[C@@H]([C@H]([C@@H]([C@H](C1)O)O)O)C